ClC=1C(=NC(=NC1)NC1CCOCC1)C1=CC=C2CN(C(C2=C1)=O)CC(=O)N[C@H](CO)C1=CC=C(C=C1)OC1CC1 2-(6-{5-chloro-2-[(oxan-4-yl)amino]pyrimidin-4-yl}-1-oxo-2,3-dihydro-1H-isoindol-2-yl)-N-[(1S)-1-(4-cyclopropoxyphenyl)-2-hydroxyethyl]acetamide